BrC1=CC(=C(CC=2N(C3=C(N2)SC(=C3)C(=O)OC)C[C@H]3OCC3)C=C1C)F (S)-methyl 2-(4-bromo-2-fluoro-5-methylbenzyl)-1-(oxetan-2-ylmethyl)-1H-thieno[2,3-d]imidazole-5-carboxylate